N-((3S,4R,5S)-3-fluoro-1,5-dimethylpiperidin-4-yl)-6-(3-((5-(methylcarbamoyl)chroman-8-yl)amino)prop-1-yn-1-yl)-1-(2,2,2-trifluoroethyl)-1H-benzo[d]imidazole-4-carboxamide F[C@H]1CN(C[C@@H]([C@H]1NC(=O)C1=CC(=CC=2N(C=NC21)CC(F)(F)F)C#CCNC=2C=CC(=C1CCCOC21)C(NC)=O)C)C